C(C)OC(=O)C1=C(N=C(N1O)C1=CC=C(C=C1)Cl)C 2-(4-chlorophenyl)-1-hydroxy-4-methyl-1H-imidazole-5-carboxylic acid ethyl ester